(S)-6-(1,1-difluoroethyl)-N-(3-(1-((4-methyl-4H-1,2,4-triazol-3-yl)thio)ethyl)phenyl)picolinamide FC(C)(F)C1=CC=CC(=N1)C(=O)NC1=CC(=CC=C1)[C@H](C)SC1=NN=CN1C